3-(((1-(2-hydroxyethyl)-1H-tetrazol-5-yl)thio)methyl)-7-methoxy-8-oxo-5-oxa-1-azabicyclo[4.2.0]oct-2-ene-2-carboxylic acid sodium [Na].OCCN1N=NN=C1SCC1=C(N2C(C(C2OC1)OC)=O)C(=O)O